BrC1=NN(C(=N1)C(CC(C1=C(C=CC=C1)F)O[Si](C)(C)C(C)(C)C)O)C1OCCCC1 1-(3-bromo-1-(tetrahydro-2H-pyran-2-yl)-1H-1,2,4-triazol-5-yl)-3-((tert-butyldimethylsilyl)oxy)-3-(2-fluorophenyl)propan-1-ol